4-(bromomethyl)-5-oxo-3-phenyl-2-(trifluoromethyl)-2,5-dihydrofuran-2-yl propionate C(CC)(=O)OC1(OC(C(=C1C1=CC=CC=C1)CBr)=O)C(F)(F)F